3-oxo-3-(pyridazin-3-ylamino)propionic acid methyl ester COC(CC(NC=1N=NC=CC1)=O)=O